5-amino-2,4-dimethyl-indazole-6-carboxylic acid methyl ester COC(=O)C=1C(=C(C2=CN(N=C2C1)C)C)N